(phenyl) cyanate sodium [Na].C1(=CC=CC=C1)OC#N